C(C)(C)(C)O[C@H](C(=O)OCC)C1=C(C2=C(N=C(S2)C=2C=C3C(=NN(C3=CC2)C)C2CN(C2)C(COC)COC)C=C1C)C1=CC=C(C=C1)Cl (S)-ethyl 2-(tert-butoxy)-2-(7-(4-chlorophenyl)-2-(3-(1-(1,3-dimethoxypropan-2-yl)azetidin-3-yl)-1-methyl-1H-indazol-5-yl)-5-methylbenzo[d]thiazol-6-yl)acetate